2-methylpropan-2-yl 6-hydroxy-6-(hydroxymethyl)-1,4-oxaazepane-4-carboxylate OC1(CN(CCOC1)C(=O)OC(C)(C)C)CO